C(CCCCCCCCCCC)(=O)O.C(CCC)[Ag]CCCC dibutylsilver laurate